ClC=1C=C(C=CC1Cl)[C@H](CC1=NC(=NC(=N1)N[C@@H](CO)CC(C)C)CS(=O)(=O)N)C (4-((S)-2-(3,4-dichlorophenyl)propyl)-6-(((R)-1-hydroxy-4-methylpent-2-yl)amino)-1,3,5-triazin-2-yl)methanesulfonamide